N-[2,2-dimethyl-4-(piperidin-4-yl)-2,3-dihydro-1-benzofuran-7-yl]-6-fluoro-8-(2-methoxyphenyl)quinazolin-2-amine CC1(OC2=C(C1)C(=CC=C2NC2=NC1=C(C=C(C=C1C=N2)F)C2=C(C=CC=C2)OC)C2CCNCC2)C